diethyl (E)-(2-cyclopropyl-2-(3-methoxyphenyl)vinyl)phosphonate C1(CC1)\C(=C/P(OCC)(OCC)=O)\C1=CC(=CC=C1)OC